FC=1C(=C(C(=C(S(=O)(=O)[O-])F)F)C=CC1)F tetrafluorostyrenesulfonate